C(CCCCCCC)C(CN1C(C2=CN(C(C2=C1)=O)CC(CCCCCCCCCC)CCCCCCCC)=O)CCCCCCCCCC 2,5-bis(2-octyldodecyl)-2,5-dihydropyrrolo(3,4-c)pyrrole-1,4-dione